5-(4-chlorophenyl)spiro[2.3]Hexane-5-carboxylic acid ClC1=CC=C(C=C1)C1(CC2(CC2)C1)C(=O)O